tert-butyl (4S)-4-[3-[[6-[[2-chloro-6-[3-(2-isopropyl-3-methyl-butoxy)pyrazol-1-yl]pyridine-3-carbonyl]sulfamoyl]-2-pyridyl]amino]propyl]-2,2-dimethyl-pyrrolidine-1-carboxylate ClC1=NC(=CC=C1C(=O)NS(=O)(=O)C1=CC=CC(=N1)NCCC[C@H]1CC(N(C1)C(=O)OC(C)(C)C)(C)C)N1N=C(C=C1)OCC(C(C)C)C(C)C